N-((2R,3S)-2-(((cis-4-(2-methoxyphenyl)cyclohexyl)oxy)methyl)piperidin-3-yl)methanesulfonamide COC1=C(C=CC=C1)[C@H]1CC[C@H](CC1)OC[C@@H]1NCCC[C@@H]1NS(=O)(=O)C